1-butylsulfanyl-2,2,6,6-tetra-methylpiperidine C(CCC)SN1C(CCCC1(C)C)(C)C